C(C)(C)(C)C1=C(C=C(C=C1)NC(C(C1=CC=C(C=C1)COC)NC(=O)[C@@H]1CNC(C1)=O)=O)Cl (3S)-N-(2-((4-tert-butyl-3-chlorophenyl)amino)-1-(4-(methoxymethyl)phenyl)-2-oxoethyl)-5-oxopyrrolidine-3-carboxamide